OCCC1=CC(=CC=C1)C hydroxy-2-(3-methylphenyl)ethan